NC1CC(CCC1)NC1=NC(=C(C(=N1)C(=O)N)C1=C(C(=CC=C1)Cl)Cl)C 2-(3-amino-cyclohexylamino)-5-(2,3-dichloro-phenyl)-6-methyl-pyrimidine-4-carboxylic acid amide